3'-(5-chloro-2-hydroxybenzamido)-2-methyl-5'-(trifluoromethyl)-[1,1'-biphenyl]-4-carboxylic acid ClC=1C=CC(=C(C(=O)NC=2C=C(C=C(C2)C(F)(F)F)C2=C(C=C(C=C2)C(=O)O)C)C1)O